(R)-N-(5-(5-(difluoromethyl)-1,2,4-oxadiazol-3-yl)-2,3-dihydro-1H-inden-1-yl)-3-methylisoxazole-4-carboxamide FC(C1=NC(=NO1)C=1C=C2CC[C@H](C2=CC1)NC(=O)C=1C(=NOC1)C)F